(bromomethyl)-6-methylpyridine BrCC1=NC(=CC=C1)C